1,5-anhydro-2,3,4-trideoxy-2-[[(1,1-dimethylethoxy)carbonyl]amino]-D-erythro-hexitol CC(C)(OC(=O)N[C@H]1CO[C@@H](CC1)CO)C